C(C)C=1C=C(C=CC1)C=1C=C(C(=NC1)C(=O)N1CCC(CC1)CC(=O)N1CCN(CC1)C(C1=C(C=CC(=C1)CC1=NNC(C2=CC=CC=C12)=O)F)=O)NC(CNCC=1C=C(C=CC1)C)=O N-[5-(3-ethylphenyl)-2-[4-[2-[4-[2-fluoro-5-[(4-oxo-3H-phthalazin-1-yl)methyl]benzoyl]piperazin-1-yl]-2-oxo-ethyl]piperidine-1-carbonyl]-3-pyridyl]-2-(m-tolylmethylamino)acetamide